(R)-2-(2-((1-(5,6-diphenylpyrazin-2-yl)pyrrolidin-3-yl)oxy)ethoxy)acetic acid C1(=CC=CC=C1)C=1N=CC(=NC1C1=CC=CC=C1)N1C[C@@H](CC1)OCCOCC(=O)O